FC(C1=NN=C(O1)C=1C=CC(=NC1)CN1C(N(C2=C1C=CC=C2)C2CN(CC2)C)=O)F 1-((5-(5-(difluoromethyl)-1,3,4-oxadiazol-2-yl)pyridin-2-yl)methyl)-3-(1-methylpyrrolidin-3-yl)-1,3-dihydro-2H-benzo[d]imidazol-2-one